SC=1SC(=NN1)SCCC 2-mercapto-5-n-propylthio-1,3,4-thiadiazole